O1COC2=C1C=CC=C2O[C@@H](CCNC2CCCC2)C=2SC(=CC2)Br (S)-N-(3-(benzo[d][1,3]dioxol-4-yloxy)-3-(5-bromothiophen-2-yl)propyl)cyclopentylamine